[Cu+2].[NH+]=1NC=CC1 Pyrazolium copper